C1=CC=CC=2C3=CC=CC=C3C(C12)COC(=O)NC=1C=CC=C2CCN(CC12)C(=O)OC(C)(C)C t-Butyl 8-((((9H-fluoren-9-yl)methoxy)carbonyl)amino)-3,4-dihydroisoquinoline-2(1H)-carboxylate